C\C=C\C1=CC=CC=C1 (E)-beta-methylstyrene